CC=1N(C=CN1)[C@@H](C)C1=CC=C(C=C1)NC(=O)NC=1N=COC1 (S)-1-(4-(1-(2-methyl-1H-imidazol-1-yl)ethyl)phenyl)-3-(oxazol-4-yl)urea